BrC=1C=2C3=C(NC2C(=C(C1)Cl)Cl)C(CNC(C3)=O)CC(=O)N(C)C 2-(10-bromo-7,8-dichloro-2-oxo-1,2,3,4,5,6-hexahydroazepino[4,5-b]indol-5-yl)-N,N-dimethylacetamide